14-tetradecanehydroxamic acid CCCCCCCCCCCCCC(=O)NO